COC(/C=C/CNC1CC2(C1)CCN(CC2)C(=O)OC(C)(C)C)=C=O tert-butyl (E)-2-((4-methoxy-4-carbonylbut-2-en-1-yl)amino)-7-azaspiro[3.5]nonane-7-carboxylate